CN(S(=O)(=O)C)C1=NC=CC=C1CNC1=NC(=NC=C1C(F)(F)F)NC1=CC(=CC=C1)N1C(N(CC1)C)=O N-methyl-N-[3-({[2-{[3-(3-methyl-2-oxoimidazolidin-1-yl)phenyl]amino}-5-(trifluoromethyl)pyrimidin-4-yl]amino}methyl)pyridin-2-yl]methanesulfonamide